N-(2-methoxyethyl)-6-methyl-N-[(3-methyl-2-thienyl)methyl]-2-oxo-1,2-dihydropyridine-4-carboxamide COCCN(C(=O)C1=CC(NC(=C1)C)=O)CC=1SC=CC1C